chloro-1-(2-methoxyethyl)-1H-pyrrolo[2,3-b]pyridine-4-carbaldehyde ClC1=CC2=C(N=CC=C2C=O)N1CCOC